[6-(5-cyclopropyl-4H-1,2,4-triazol-3-yl)-2-azaspiro[3.3]heptan-2-yl]-[6-[(5-methylsulfonyl-2-pyridyl)methyl]-2-azaspiro[3.3]heptan-2-yl]methanone C1(CC1)C=1NC(=NN1)C1CC2(CN(C2)C(=O)N2CC3(C2)CC(C3)CC3=NC=C(C=C3)S(=O)(=O)C)C1